N1(CCC1)CC1=CC=C(C=C1)[C@H](C(F)(F)F)NC(=O)C=1C=C2CN(C(C2=CC1)=O)C1C(NC(CC1)=O)=O N-((R)-1-(4-(azetidin-1-ylmethyl)phenyl)-2,2,2-trifluoroethyl)-2-(2,6-dioxopiperidin-3-yl)-1-oxoisoindoline-5-carboxamide